(1S,3S,4S,5R,6R)-6-(cyclopropylmethyl)-5-fluoro-2-azabicyclo[2.2.2]octane C1(CC1)C[C@H]1[C@@H]([C@@H]2CN[C@H]1CC2)F